ClC1=C(C(=CC=C1)O)C(C)=O 1-(2-Chloro-6-hydroxyphenyl)ethan-1-one